FC(F)(F)C1=C(C=CC=C1)C1=C(C=C(C=C1)N)C1=C(C=CC(=C1)N)C1=C(C=CC=C1)C(F)(F)F 2,2'-bis(trifluoromethylphenyl)-5,5'-Diaminobiphenyl